COCCC(CCC(C(C)C)S)C 8-Methoxy-2,6-dimethyl-octane-3-thiol